(3-bromo-2,5-dimethylphenyl)-N-ethyl-N-methylformamidine BrC=1C(=C(C=C(C1)C)C(=N)N(C)CC)C